(3-fluoroazetidin-1-yl)-[(4S)-7-chloro-6-(3-fluoro-2-pyridyl)-4-methyl-8-(trifluoromethyl)-4H-imidazo[1,2-a][1,4]benzodiazepin-2-yl]methanone FC1CN(C1)C(=O)C=1N=C2N(C3=C(C(=N[C@H]2C)C2=NC=CC=C2F)C(=C(C=C3)C(F)(F)F)Cl)C1